bicyclo[2.2.2]octane-1,4-dicarboxylic acid (4-aminomethyl-phenyl)-amide [6-(1,2,3,6-tetrahydro-pyridin-4-yl)-pyridazin-3-yl]-amide N1CCC(=CC1)C1=CC=C(N=N1)NC(=O)C12CCC(CC1)(CC2)C(=O)NC2=CC=C(C=C2)CN